C(C1=CC=CC=C1)OC1=C(C(=CC=C1)Br)C#CC(C)C 1-benzyloxy-3-bromo-2-(3-methylbut-1-ynyl)benzene